BrC1=C(C=CC=C1)SC=1N(C(=CC1)C)C1=NC=CC=C1 2-(2-((2-bromophenyl)thio)-5-methyl-1H-pyrrol-1-yl)pyridine